(R)-7-bromo-2-(5-fluoro-2-(hydroxymethyl)benzyl)-3-(methoxymethyl)-3,4-dihydropyrrolo[1,2-a]pyrazin-1(2H)-one BrC=1C=C2N(C[C@@H](N(C2=O)CC2=C(C=CC(=C2)F)CO)COC)C1